5-(4-((3-ethyl-5-fluoro-2-oxo-1,2,3,4-tetrahydroquinazolin-7-yl)methyl)piperazin-1-yl)-6-fluoro-N-methylpyridineamide C(C)N1C(NC2=CC(=CC(=C2C1)F)CN1CCN(CC1)C=1C=CC(=NC1F)C(=O)NC)=O